C1(=CC=CC=C1)CC(=O)OC1C(OC(C1)N1C2=NC(=NC(=C2N=C1)N)F)(COC(CC1=CC=CC=C1)=O)C#C 5-(6-amino-2-fluoro-9H-purin-9-yl)-2-ethynyl-2-((2-phenylacetoxy)methyl)tetrahydrofuran-3-yl 2-phenylacetate